9,9-bis(4-hydroxyphenyl)-4,5-di(9-anthryl)fluorene OC1=CC=C(C=C1)C1(C2=CC=CC(=C2C=2C(=CC=CC12)C=1C2=CC=CC=C2C=C2C=CC=CC12)C=1C2=CC=CC=C2C=C2C=CC=CC12)C1=CC=C(C=C1)O